2-{1-[2,6-dichloro-4-(1,1,1,2,3,3,3-heptafluoropropan-2-yl)phenyl]-1H-pyrazole-4-yl}-1,3-thiazole-4-carboxylic acid ClC1=C(C(=CC(=C1)C(C(F)(F)F)(C(F)(F)F)F)Cl)N1N=CC(=C1)C=1SC=C(N1)C(=O)O